4-{4-Amino-3-[3-(3-chloro-4-methoxy-benzenesulfonylamino)-2-fluoro-phenyl]-pyrazolo[3,4-d]pyrimidin-1-yl}-piperidine-1-carboxylic Acid Tert-Butyl Ester C(C)(C)(C)OC(=O)N1CCC(CC1)N1N=C(C=2C1=NC=NC2N)C2=C(C(=CC=C2)NS(=O)(=O)C2=CC(=C(C=C2)OC)Cl)F